tert-butyl 7-(5-((2'-ethyl-5-fluoro-[1,1'-biphenyl]-2-yl) amino) pyrimidin-4-yl)-2,7-diazaspiro[3.5]nonane-2-carboxylate C(C)C1=C(C=CC=C1)C1=C(C=CC(=C1)F)NC=1C(=NC=NC1)N1CCC2(CN(C2)C(=O)OC(C)(C)C)CC1